N-phenyl-4,4-phenylenediamine C1(=CC=CC=C1)NC1(CC=CC=C1)N